C(C)OC(CCCC1=NC(=CC(=N1)OP(=S)(OCC)OCC)C)=O 4-(4-((Diethoxythiophosphoryl)oxy)-6-methylpyrimidin-2-yl)butanoic acid ethyl ester